C(CCCCCCCCCCCC=CCCCCCCCC)(=O)OCCCCCCCCCCCCCCCCCCCCCCCCCCCCCCCCCCC pentatriacontyl docos-13-enoate